CN(C(=N)N[N+](=O)[O-])[N+](=O)[O-] N-methyl-N'-nitro-N-Nitroguanidine